2-(4-fluorophenyl)-1-(2-(piperazin-1-yl)-7,8-dihydropyrido[4,3-d]pyrimidin-6(5H)-yl)ethan-1-one FC1=CC=C(C=C1)CC(=O)N1CC2=C(N=C(N=C2)N2CCNCC2)CC1